N-(2-methyl-5-(3-nitro-5-(4,4,5,5-tetramethyl-1,3,2-dioxaborolan-2-yl)phenoxy)phenyl)-3-(piperidin-1-yl)propanamide CC1=C(C=C(C=C1)OC1=CC(=CC(=C1)B1OC(C(O1)(C)C)(C)C)[N+](=O)[O-])NC(CCN1CCCCC1)=O